NC1=NC=2C=CC(=CC2C2=C1C=NN2C)C(=O)N([C@H]2CO[C@H](C1=C2C=CC(=C1)C(F)(F)F)C)C 4-amino-N,1-dimethyl-N-((1S,4R)-1-methyl-7-(trifluoromethyl)-3,4-dihydro-1H-2-benzopyran-4-yl)-1H-pyrazolo[4,3-c]quinoline-8-carboxamide